2-fluoro-N-(2-fluoro-5-methyl-4-(6-(4-(piperidin-4-yl)phenyl)-7H-pyrrolo[2,3-d]pyrimidin-4-yl)benzyl)-4-(2-hydroxypropan-2-yl)benzamide FC1=C(C(=O)NCC2=C(C=C(C(=C2)C)C=2C3=C(N=CN2)NC(=C3)C3=CC=C(C=C3)C3CCNCC3)F)C=CC(=C1)C(C)(C)O